OC(CCCCCCCCCCCCC(=O)O)CCCCCCCCCCCCCCCC 14-Hydroxy-triacontanoic acid